COC=1C=C(OC2=C(C(=O)O)C=CC=C2)C=CC1 2-(3-methoxyphenoxy)benzoic acid